FC1(CS(=O)(=O)CC1)C 3-fluoro-3-Methyl-sulfolane